FC=1C=C(C=CC1)[C@@H]1N(CCC1)C=1C=CC=2N(N1)C(=CN2)C2=CC=CC(=N2)N2CCC(CC2)N(C)CC=2C=C1CN(C(C1=CC2)=O)C2C(NC(CC2)=O)=O 3-(5-(((1-(6-(6-((R)-2-(3-fluorophenyl)pyrrolidin-1-yl)imidazo[1,2-b]pyridazin-3-yl)pyridin-2-yl)piperidin-4-yl)(methyl)amino)methyl)-1-oxoisoindolin-2-yl)piperidine-2,6-dione